palladium acetone Tert-butyl-(2S)-2-(methylsulfonyloxymethyl)morpholine-4-carboxylate C(C)(C)(C)OC(=O)N1C[C@H](OCC1)COS(=O)(=O)C.CC(=O)C.[Pd]